C1(CC1)C1=C(C=NN1C)C1=CC=C2C=CN=C(C2=C1F)N 7-(5-cyclopropyl-1-methyl-1H-pyrazol-4-yl)-8-Fluoroisoquinolin-1-amine